C(C1=CC=CC=C1)OC(=O)C12CC(C1)(C2)C#N 3-cyanobicyclo[1.1.1]pentane-1-carboxylic acid benzyl ester